5-((1E,4Z,6E)-5-hydroxy-7-(3-hydroxy-4-methoxyphenyl)-3-oxo-hept-1,4,6-trien-1-yl)-2-methoxyphenyl 2,2,5-trimethyl-1,3-dioxane-5-carboxylate CC1(OCC(CO1)(C(=O)OC1=C(C=CC(=C1)\C=C\C(\C=C(\C=C\C1=CC(=C(C=C1)OC)O)/O)=O)OC)C)C